7-(4-bromo-3-chloro-benzoyl)-3-oxo-2-(4-pyrazol-1-ylphenyl)-N-[rac-(1S)-1-[2-(1,2,4-triazol-1-yl)phenyl]ethyl]-6,8-dihydro-5H-imidazo[1,5-a]pyrazine-1-carboxamide BrC1=C(C=C(C(=O)N2CC=3N(CC2)C(N(C3C(=O)N[C@@H](C)C3=C(C=CC=C3)N3N=CN=C3)C3=CC=C(C=C3)N3N=CC=C3)=O)C=C1)Cl |r|